alumina-stearic acid C([AlH]CCCCCCCCCCCCCCCC)(=O)O